4-amino-N-cyclopropyl-1-methyl-N-{[5-(prop-1-yn-1-yl)pyridin-2-yl]methyl}-1H-pyrazolo[4,3-c]quinoline-8-carboxamide NC1=NC=2C=CC(=CC2C2=C1C=NN2C)C(=O)N(CC2=NC=C(C=C2)C#CC)C2CC2